4-(4-amino-3,5-dimethylbenzyl)-2,6-dimethylaniline NC1=C(C=C(CC2=CC(=C(N)C(=C2)C)C)C=C1C)C